9H-purine-8-carboxylic acid methyl ester COC(=O)C=1NC2=NC=NC=C2N1